ClC1=NC=CC2=C1CCC[C@]21N(COC1)C1=NC=C(C=C1OC(F)F)C(F)(F)F (S)-1-chloro-3'-(3-(difluoromethoxy)-5-(trifluoromethyl)pyridin-2-yl)-7,8-dihydro-6H-spiro[isoquinoline-5,4'-oxazolidine]